Cl.COCC1C[C@H](NC1)C(=O)OC methyl (2S)-4-(methoxymethyl)pyrrolidine-2-carboxylate hydrochloride